(6Z,16Z)-12-((Z)-Dec-4-en-1-yl)docosa-6,16-dien-11-yl 4-(pyrrolidin-1-yl)-butanoate N1(CCCC1)CCCC(=O)OC(CCC\C=C/CCCCC)C(CCC\C=C/CCCCC)CCC\C=C/CCCCC